2-bromo-1-(4-(2-chloroethyl)phenyl)ethan-1-ol BrCC(O)C1=CC=C(C=C1)CCCl